NC1=CC=C(C=C1)C#CCCCC(=O)OC Methyl 6-(4-aminophenyl)hex-5-ynoate